6-fluoro-3,3-dimethylisoindolin-1-one FC1=CC=C2C(NC(C2=C1)=O)(C)C